4-(5-(bromomethyl)pyrimidin-2-yl)morpholine BrCC=1C=NC(=NC1)N1CCOCC1